[C@@H]12OC[C@@H](N(C1)C1=NC(=NC3=CC(=CC=C13)C1=NNC=C1)N)C2 4-((1S,4S)-2-oxa-5-azabicyclo[2.2.1]heptan-5-yl)-7-(1H-pyrazol-3-yl)quinazolin-2-amine